(2,7-octadien-1-yl)succinic anhydride C(C=CCCCC=C)C1C(=O)OC(C1)=O